FC1=C(C=CC(=C1F)OCC(C)(C)O)C=1C(CCNN1)C 6-[2,3-difluoro-4-(2-hydroxy-2-methylpropoxy)phenyl]-5-methyl-4,5-dihydro-2H-pyridazine